NC1=C2C(=NC=N1)N(N=C2C2=CC=C(C=C2)CNC(C2=C(C=CC=C2)OC)=O)C2CCC(CC2)C(=O)O 4-[4-amino-3-[4-[[(2-methoxybenzoyl)amino]methyl]phenyl]pyrazolo[3,4-d]pyrimidin-1-yl]cyclohexanecarboxylic acid